O1-tert-butyl O2-methyl 6-[[4-(1-tetrahydropyran-2-ylindazol-4-yl)triazol-1-yl]methyl]indole-1,2-dicarboxylate O1C(CCCC1)N1N=CC2=C(C=CC=C12)C=1N=NN(C1)CC1=CC=C2C=C(N(C2=C1)C(=O)OC(C)(C)C)C(=O)OC